N-(5-Cyclohexyl-4,5,6,7-tetrahydrothiazolo[5,4-c]pyridin-2-yl)-4-(2-methoxyphenyl)-6-methylnicotinamide C1(CCCCC1)N1CC2=C(CC1)N=C(S2)NC(C2=CN=C(C=C2C2=C(C=CC=C2)OC)C)=O